tert-butyl 2-methyl-5,7-dihydro-6H-pyrrolo[3,4-d]pyrimidine-6-carboxylate CC=1N=CC2=C(N1)CN(C2)C(=O)OC(C)(C)C